2,3-di(methoxyl-methoxy)benzyl alcohol O(C)COC1=C(CO)C=CC=C1OCOC